2-acetoxy-N-[3-[3-(1-piperidinylmethyl)phenoxy]propyl]acetamide hydrochloride CC(=O)OCC(=O)NCCCOC1=CC=CC(=C1)CN2CCCCC2.Cl